FC(C=1C=C(C=C(C1)C(F)(F)F)C1=NN(C=N1)/C=C(/C(=O)OC(C)C)\C=1C=NC(=CC1)OC)(F)F isopropyl (E)-3-(3-(3,5-bis(trifluoromethyl)phenyl)-1H-1,2,4-triazol-1-yl)-2-(6-methoxypyridin-3-yl)acrylate